C(N)(O[C@@H]1[C@@H](C2=CC(=CC=C2CC1)Cl)O)=O (1R,2S)-7-chloro-1-hydroxy-1,2,3,4-tetrahydronaphthalen-2-yl carbamate